BrC12CC(C1)C2 1-bromobicyclo[1.1.1]pentane